5-bromo-7-(1,4-dioxaspiro[4.5]decane-8-yl)pyrrolo[2,1-f][1,2,4]triazin-4-amine BrC=1C=C(N2N=CN=C(C21)N)C2CCC1(OCCO1)CC2